1-dodecyl-2-propylpyridinium acetate C(C)(=O)[O-].C(CCCCCCCCCCC)[N+]1=C(C=CC=C1)CCC